5-Bromo-3-iodo-1-((2-(trimethylsilyl)ethoxy)methyl)-1H-pyrazolo[3,4-c]pyridine BrC=1C=C2C(=CN1)N(N=C2I)COCC[Si](C)(C)C